C(C1=CC=CC=C1)OCCN1N=CC(=C1)/C=C/C(=O)OC(C)(C)C tert-butyl (2E)-3-[1-[2-(benzyloxy)ethyl]-1H-pyrazol-4-yl]prop-2-enoate